Phosphoric acid Mesylate S(C)(=O)(=O)O.P(O)(O)(O)=O